Copper-zirconium-cerium [Ce].[Zr].[Cu]